methyl-N5-((1R,5S,6r)-3-oxabicyclo[3.1.0]Hex-6-yl)-N3-methyl-1H-Pyrazole-3,5-dicarboxamide CN1N=C(C=C1C(=O)NC1[C@H]2COC[C@@H]12)C(=O)NC